4-amino-2-(4,4-difluoropiperidin-1-yl)benzonitrile NC1=CC(=C(C#N)C=C1)N1CCC(CC1)(F)F